N-(3,5-difluoro-4-((6S,7S)-7-isobutyl-8-methyl-6,7,8,9-tetrahydro-3H-pyrazolo[3,4-h]isoquinolin-6-yl)phenyl)-1-propylazetidin-3-amine FC=1C=C(C=C(C1[C@H]1[C@@H](N(CC=2C3=C(C=CC12)NN=C3)C)CC(C)C)F)NC3CN(C3)CCC